C1(CCC1)NC(=O)C=1C=C(C(N(C1)CC=1C=NN(C1)C)=O)C(=O)NC N5-cyclobutyl-N3-methyl-1-((1-methyl-1H-pyrazol-4-yl)methyl)-2-oxo-1,2-dihydropyridine-3,5-dicarboxamide